ClC1=C(CN2C(C=3N(CC2)N=C(C3C)C(=O)O)=O)C=CC=C1 5-(2-chlorobenzyl)-3-methyl-4-oxo-4,5,6,7-tetrahydropyrazolo[1,5-a]pyrazine-2-carboxylic acid